C(#N)C=1SC(=CN1)S(=O)(=O)N([C@@H](C(F)(F)F)C1=CC=CC=C1)CC (R)-2-cyano-N-ethyl-N-(2,2,2-trifluoro-1-phenylethyl)thiazole-5-sulfonamide